4-((1R,3S)-3-hydroxycyclohexylamino)-2-(pentan-3-ylamino)pyrimidine-5-carboxamide O[C@@H]1C[C@@H](CCC1)NC1=NC(=NC=C1C(=O)N)NC(CC)CC